N-(1-(4-(4,6-bis(trifluoromethyl)pyridin-3-yl)phenyl)cyclobutyl)-4-cyanobenzamide FC(C1=C(C=NC(=C1)C(F)(F)F)C1=CC=C(C=C1)C1(CCC1)NC(C1=CC=C(C=C1)C#N)=O)(F)F